(S)-6-amino-1-(1-phenylethyl)-7-(trifluoromethyl)-3,4-dihydro-1,5-naphthyridin-2(1H)-one NC=1N=C2CCC(N(C2=CC1C(F)(F)F)[C@@H](C)C1=CC=CC=C1)=O